tert-Butyl 3-(aminomethyl)-3-(4-(dimethylcarbamoyl)phenyl)azetidine-1-carboxylate NCC1(CN(C1)C(=O)OC(C)(C)C)C1=CC=C(C=C1)C(N(C)C)=O